4-(3-((((1R,3R)-3-aminocyclohexyl)-methyl)amino)-1-(4-(pyrrolidine-1-carbonyl)phenyl)-1H-pyrazol-5-yl)-2-fluorobenzonitrile N[C@H]1C[C@@H](CCC1)CNC1=NN(C(=C1)C1=CC(=C(C#N)C=C1)F)C1=CC=C(C=C1)C(=O)N1CCCC1